(±)-8-(2-hydroxy-2-methylcyclopentyl)-6-(methyl-d3)-2-((1-((methyl-d3)sulfonyl)piperidin-4-yl-3,3,5,5-d4)-amino)pyrido[2,3-d]pyrimidin-7(8H)-one OC1(C(CCC1)N1C(C(=CC2=C1N=C(N=C2)NC2C(CN(CC2([2H])[2H])S(=O)(=O)C([2H])([2H])[2H])([2H])[2H])C([2H])([2H])[2H])=O)C